N,1-dimethyl-N-methoxypiperidine-4-carboxamide CN(C(=O)C1CCN(CC1)C)OC